CCCCCCCCCCCCCCCCCCCC(=O)OC[C@H](COP(=O)(O)OC[C@@H](C(=O)O)N)OC(=O)CCCCCCC/C=C\CCCCCCC 1-eicosanoyl-2-(9Z-heptadecenoyl)-glycero-3-phosphoserine